BrC=1C=C2C(=CC1)C(N(CC21CC1)CC(=O)NC1=NN2C(C=NC=C2)=N1)=O 2-(6-bromo-1-oxospiro[3H-isoquinoline-4,1'-cyclopropane]-2-yl)-N-([1,2,4]triazolo[1,5-a]pyrazin-2-yl)acetamide